(2-(4-chloro-2-fluorophenyl)-2H-chromen-8-yl-2-d)piperidine ClC1=CC(=C(C=C1)C1(OC2=C(C=CC=C2C=C1)N1CCCCC1)[2H])F